N-(8-(4,4-difluoropiperidin-1-yl)-7-fluoro-2-(methylamino)quinolin-6-yl)-4-((2-hydroxyethyl)sulfonamido)-2-(6-azaspiro[2.5]oct-6-yl)benzamide FC1(CCN(CC1)C=1C(=C(C=C2C=CC(=NC12)NC)NC(C1=C(C=C(C=C1)NS(=O)(=O)CCO)N1CCC2(CC2)CC1)=O)F)F